(S)-6-hydroxy-2H-benzo[d][1,3]oxathiole 3-oxide OC1=CC2=C([S@@](CO2)=O)C=C1